silicon (iv) hydroxide [Si](O)(O)(O)O